(R)-N-(3-((4-amino-1-ethyl-1H-pyrazolo[3,4-d]pyrimidin-3-yl)ethynyl)-4-methylphenyl)-3-(3-chlorophenyl)isoxazolidin-2-carboxamide NC1=C2C(=NC=N1)N(N=C2C#CC=2C=C(C=CC2C)NC(=O)N2OCC[C@@H]2C2=CC(=CC=C2)Cl)CC